CC1(C2CC=C(C1C2)CO)C 6,6-dimethylbicyclo[3.1.1]hept-2-ene-2-methanol